C(C)(C)NC=1N(C(C(=CN1)[N+](=O)[O-])=O)CC(=O)OC(C)(C)C tert-butyl 2-(2-(isopropylamino)-5-nitro-6-oxopyrimidin-1(6H)-yl)acetate